2-((1R,5S,6R)-3-(5-cyano-6-((S)-2-methylazetidin-1-yl)-4-(trifluoromethyl)pyridin-2-yl-3-d)-3-azabicyclo[3.1.0]hexane-6-yl)acetic acid-2,2-d2 C(#N)C=1C(=C(C(=NC1N1[C@H](CC1)C)N1C[C@@H]2C([C@@H]2C1)C(C(=O)O)([2H])[2H])[2H])C(F)(F)F